C(C1=CC=CC=C1)(=O)[C@@](C=O)(O)[C@@](O)([C@](O)(CO)C(C1=CC=CC=C1)=O)C(C1=CC=CC=C1)=O 2,3,4-Tribenzoylxylose